The molecule is an aryl sulfate that is 3-methoxytyramine in which the phenolic hydrogen has been replaced by a sulfo group. It is an aryl sulfate, a monomethoxybenzene and a primary amino compound. It derives from a 3-methoxytyramine. It is a tautomer of a 3-methoxytyramine sulfate zwitterion. COC1=C(C=CC(=C1)CCN)OS(=O)(=O)O